(2'-fluoro-5'-methoxy-4-(((tetrahydro-2H-pyran-2-yl)oxy)methyl)-[1,1'-biphenyl]-2-yl)methanol n-propyl-8-amino-1,4-dioxaspiro[4.5]decane-8-carboxylate C(CC)C1OC2(OC1)CCC(CC2)(C(=O)OCC2=C(C=CC(=C2)COC2OCCCC2)C2=C(C=CC(=C2)OC)F)N